N-((2-((3R,5S)-3,5-dimethylpiperazin-1-yl)pyrimidin-4-yl)methyl)-5-(2-(trifluoromethyl)pyridin-4-yl)-7H-pyrrolo[2,3-d]pyrimidin-4-amine C[C@@H]1CN(C[C@@H](N1)C)C1=NC=CC(=N1)CNC=1C2=C(N=CN1)NC=C2C2=CC(=NC=C2)C(F)(F)F